rel-2-(((4aR,7aS)-4-(6-((4-Chloro-2-fluorobenzyl)oxy)pyridin-2-yl)hexahydrofuro[3,4-b]pyrazin-1(2H)-yl)methyl)-1-(oxazol-4-ylmethyl)-1H-benzo[d]imidazole-6-carboxylic acid ClC1=CC(=C(COC2=CC=CC(=N2)N2[C@@H]3[C@H](N(CC2)CC2=NC4=C(N2CC=2N=COC2)C=C(C=C4)C(=O)O)COC3)C=C1)F |o1:14,15|